CC1=CC(=C(C=C1)C2=C(C=C(C(=C2)O)C3=CC=CC=C3)O)C 2-phenyl-5-(2,4-xylyl)-1,4-hydroquinone